1-(7-(2-amino-7-fluorobenzo[d]thiazol-4-yl)-8-fluoro-2-(((2R,7aS)-2-fluorotetrahydro-1H-pyrrolizin-7a(5H)-yl)methoxy)-6-(trifluoromethyl)quinazolin-4-yl)azetidine-3-carbonitrile NC=1SC2=C(N1)C(=CC=C2F)C2=C(C=C1C(=NC(=NC1=C2F)OC[C@]21CCCN1C[C@@H](C2)F)N2CC(C2)C#N)C(F)(F)F